5,5-diisopropyldibenzo[b,e]siline C(C)(C)[Si]1(C2=C(CC3=C1C=CC=C3)C=CC=C2)C(C)C